C1(=CC=CC=C1)CC(=O)NCCS(=O)(=O)NC1=C(N=CS1)C(=O)O 5-{[2-(N-phenylacetylamino)ethyl]sulfonylamino}-1,3-thiazole-4-carboxylic acid